ClC1=CC(=C(COC2=CC=CC(=N2)C2CCN(CC2)CC2=NC3=C(N2CF)C(=CC(=C3)C(=O)O)OC)C=C1)F 2-((4-(6-((4-Chloro-2-fluorobenzyl)oxy)pyridin-2-yl)piperidin-1-yl)methyl)-1-(fluoromethyl)-7-methoxy-1H-benzo[d]imidazole-5-carboxylic acid